[Li].CS(=O)(=O)CC[C@H](C(N[C@@H](CCCC1=CC=CC=C1)B1OC(C(O1)(C)C)(C)C)=O)NC(=O)C1=NC=CN=C1 N-((R)-4-(methylsulfonyl)-1-oxo-1-(((R)-4-phenyl-1-(4,4,5,5-tetramethyl-1,3,2-dioxaborolan-2-yl)butyl)amino)butan-2-yl)pyrazine-2-carboxamide lithium